(E)-3-tosylacrylonitrile S(=O)(=O)(C1=CC=C(C)C=C1)/C=C/C#N